C1(CC1)C(C)N1C(C2=C(C=CC=C2C1)S(=O)(=O)C)=O 2-(1-Cyclopropylethyl)-7-(methylsulfonyl)-1-oxoisoindolin